P(=O)(O)(O)O.P(=O)(O)(O)O dihydrogen phosphate (dihydrogenphosphate)